C(COCCOCCS)S 3,6-Dioxa-1,8-octandithiol